FC1=C(C(=CC=2N(C(=NC21)OC=2C=CC(=C(C(=O)OC)C2)C)COCC[Si](C)(C)C)F)C2=CC=C(C=C2)C2=CC=C(C=C2)C2CN(CCC2)CCOC methyl 5-((4,6-difluoro-5-(4'-(1-(2-methoxyethyl)piperidin-3-yl)-[1,1'-biphenyl]-4-yl)-1-((2-(trimethylsilyl)ethoxy)methyl)-1H-benzo[d]imidazol-2-yl)oxy)-2-methylbenzoate